3-[[(1R)-1-(6-Methyl-4-oxo-2-phenyl-chromen-8-yl)ethyl]amino]-6-(trifluoromethyl)-pyridine-2-carboxylic acid CC=1C=C2C(C=C(OC2=C(C1)[C@@H](C)NC=1C(=NC(=CC1)C(F)(F)F)C(=O)O)C1=CC=CC=C1)=O